SODIUM BISMUTH [Bi].[Na]